FC=1C=C2C(=CC=NC2=CC1)NC1=CC2=C(NC(=N2)C2=CC=C(C=C2)NC2=CC=NC=C2)C=C1 6-fluoro-N-(2-(4-(pyridin-4-ylamino)phenyl)-1H-benzo[d]imidazol-5-yl)quinolin-4-amine